BrC1=CC=C(C=C1)C(C(CO)(C)C)O (4-bromophenyl)-2,2-dimethylpropane-1,3-diol